5-bromo-3,4-dihydroxybenzoic acid BrC=1C(=C(C=C(C(=O)O)C1)O)O